NC=1N=NC(=CC1N1CCC(CC1)(C(=O)N1CCC2(CN(CCO2)C(=O)OC(C)(C)C)CC1)C1=CC=CC=C1)C1=C(C=CC=C1)O tert-butyl 9-(1-(3-amino-6-(2-hydroxyphenyl)pyridazin-4-yl)-4-phenylpiperidine-4-carbonyl)-1-oxa-4,9-diazaspiro[5.5]undecane-4-carboxylate